5-(7-((7-ethyl-6-oxo-5,6-dihydro-1,5-naphthyridin-3-yl)methyl)-2,7-diazaspiro[3.5]non-2-yl)-N-methylpyridineamide C(C)C=1C(NC=2C=C(C=NC2C1)CN1CCC2(CN(C2)C=2C=CC(=NC2)C(=O)NC)CC1)=O